3-(1,7-Dimethyl-6-(methyl(tetrahydro-2H-pyran-4-yl)amino)-1H-pyrazolo[4,3-c]pyridin-3-yl)-2,6-difluoro-5-(trifluoromethyl)phenol CN1N=C(C=2C=NC(=C(C21)C)N(C2CCOCC2)C)C=2C(=C(C(=C(C2)C(F)(F)F)F)O)F